FC=1C=C(CNCC=2N=CN(C2)C)C=C(C1C=1C=C2C(=CN1)NN=C2C=2C=NN(C2)C)C N-(3-Fluoro-5-methyl-4-(3-(1-methyl-1H-pyrazol-4-yl)-1H-pyrazolo[3,4-c]pyridin-5-yl)benzyl)-1-(1-methyl-1H-imidazol-4-yl)methanamine